tert-Butyl (4R)-2,2-dimethyl-4-[(1R)-4,4,4-trifluoro-1-(2-oxoethyl)butyl]oxazolidine-3-carboxylate CC1(OC[C@H](N1C(=O)OC(C)(C)C)[C@H](CCC(F)(F)F)CC=O)C